C(CCC)C=1C(=C(C(=C2C1N=C1C=CC3=C4C=CC=CC4=NC3=C12)C1=NN=NC=C1)C1=CC=CC=C1)CCCC (dibutylphenylindolocarbazolyl)triazine